2-(4-((5-cyclopropyl-3-(2,6-dichlorophenyl)isoxazol-4-yl)methoxy)bicyclo[2.2.2]oct-1-yl)pyridine-4-carboxylic acid C1(CC1)C1=C(C(=NO1)C1=C(C=CC=C1Cl)Cl)COC12CCC(CC1)(CC2)C2=NC=CC(=C2)C(=O)O